N5-methyl-1H-pyrrole-2,5-dicarboxamide CNC(=O)C1=CC=C(N1)C(=O)N